N-(t-butoxycarbonyl)-4-methyl-L-leucine C(C)(C)(C)OC(=O)N[C@@H](CC(C)(C)C)C(=O)O